N,N'-bis(2,4-dichlorophenyl)thiourea ClC1=C(C=CC(=C1)Cl)NC(=S)NC1=C(C=C(C=C1)Cl)Cl